(R)-[(2S)-1-[[3,5-bis(tert-butyl)phenyl]methyl]-5-vinyl-quinuclidin-1-ium-2-yl]-(6-methoxy-4-quinolyl)methanol bromide [Br-].C(C)(C)(C)C=1C=C(C=C(C1)C(C)(C)C)C[N+]12[C@@H](CC(C(C1)C=C)CC2)[C@H](O)C2=CC=NC1=CC=C(C=C21)OC